CN(CCCN1C=C(C2=CC=CC=C12)C=1C(=O)NC(C1C1=CNC2=CC=CC=C12)=O)C 2-[1-(3-dimethylaminopropyl)indole-3-yl]-3-(indole-3-yl)maleimide